(R)-N1-(3-(1-((2-Amino-5-(1-methyl-1H-pyrazol-4-yl)pyridin-3-yl)oxy)ethyl)phenyl)-4-(methylthio)isophthalamid NC1=NC=C(C=C1O[C@H](C)C=1C=C(C=CC1)NC(C1=CC(C(=O)N)=C(C=C1)SC)=O)C=1C=NN(C1)C